(10-(3-methyl-1,4-dioxo-1,4-dihydronaphthalen-2-yl)decyl)triphenylphosphonium CC1=C(C(C2=CC=CC=C2C1=O)=O)CCCCCCCCCC[P+](C1=CC=CC=C1)(C1=CC=CC=C1)C1=CC=CC=C1